Tert-Butyl ((2-((isoxazol-3-yloxy)methyl)pyrimidin-4-yl)methyl)carbamate O1N=C(C=C1)OCC1=NC=CC(=N1)CNC(OC(C)(C)C)=O